(3-chloro-2,4-dimethyl-5,7-dihydro-6H-pyrrolo[3,4-b]pyridin-6-yl)(3-hydroxy-3-(1-methyl-1H-pyrazol-4-yl)cyclobutyl)methanone ClC=1C(=C2C(=NC1C)CN(C2)C(=O)C2CC(C2)(C=2C=NN(C2)C)O)C